3-benzoyl-1-((2R,3R,4S,5R)-4-hydroxy-5-(hydroxymethyl)-3-propyltetrahydrofurane-2-yl)pyrimidine-2,4(1H,3H)-dione C(C1=CC=CC=C1)(=O)N1C(N(C=CC1=O)[C@@H]1O[C@@H]([C@H]([C@H]1CCC)O)CO)=O